CC1=CC=C(CON2C(=NC3=C2C=C(C=C3)[N+](=O)[O-])C3=CC=CC=C3)C=C1 1-(4-methylbenzyloxy)-6-nitro-2-phenyl-1H-benzo[d]imidazole